BrC=CC1OCOC1 4-(2-bromoethenyl)-1,3-dioxolan